γ-mercaptopropylmethyl-Dimethoxysilane SCCC[Si](OC)(OC)C